(E)-3-(1,3-Benzodioxol-5-yl)-1-[2,4-dihydroxy-6-[(4-methyl-5-oxido-1,2,5-oxadiazol-5-ium-3-yl)methoxy]phenyl]prop-2-en-1-one O1COC2=C1C=CC(=C2)/C=C/C(=O)C2=C(C=C(C=C2OCC2=NO[N+](=C2C)[O-])O)O